ClC1=NC=C(C(=C1)F)Cl 2,5-Dichloro-4-fluoropyridine